(S)-3-chloro-4-((3,5-difluoropyridin-2-yl)methoxy-d2)-5',6-dimethyl-2'-(3-((S)-3-methyl-2-carbonylpyrrolidin-3-yl)-1H-pyrazol-1-yl)-2H-[1,4'-bipyridin]-2-one ClC=1C(N(C(=CC1OC([2H])([2H])C1=NC=C(C=C1F)F)C)C1=CC(=NC=C1C)N1N=C(C=C1)[C@@]1(C(NCC1)=C=O)C)=O